C(C)OC(=O)C1=CC=2C(=CN=C(C2)C(F)(F)F)N1 5-(trifluoromethyl)-1H-pyrrolo[2,3-c]pyridine-2-carboxylic acid ethyl ester